CN1[C@@]2(C(NC3=CC=CC=C13)=O)CN([C@@H](C2)C(=O)OC)C(=O)OC(C)(C)C 1-(t-butyl) 5-methyl (3R,5S)-methyl-3'-oxo-3',4'-dihydro-1'H-spiro[pyrrolidine-3,2'-quinoxaline]-1,5-dicarboxylate